ClC1=C(C=CC(=C1Cl)O)NC(=O)C1(CCCCC1)C N-(2,3-dichloro-4-hydroxyphenyl)-1-methyl-cyclohexanecarboxamide